ClC1=C(C=C2C(C(NC2=C1)=O)=C(C1=CC(=NO1)OC(C)C)O)C1=CC=C(C=C1)C1CC(C1)O 6-chloro-5-[4-(3-hydroxycyclobutyl)phenyl]-3-[hydroxy-(3-isopropoxyisoxazol-5-yl)methylene]indolin-2-one